2-(3-((1r,3r)-3-methoxy-1-(4-methyl-4H-1,2,4-triazol-3-yl)cyclobutyl)-5-methylphenyl)-6-(((1-methylcyclobutyl)amino)methyl)-4-(trifluoromethyl)isoindolin-1-one COC1CC(C1)(C1=NN=CN1C)C=1C=C(C=C(C1)C)N1C(C2=CC(=CC(=C2C1)C(F)(F)F)CNC1(CCC1)C)=O